(2-bromo-4-isopropyl-7-oxo-thieno[2,3-D]pyridazin-6-yl)acetic acid ethyl ester C(C)OC(CN1N=C(C2=C(C1=O)SC(=C2)Br)C(C)C)=O